2-(methylsulfonyl)propan-1-one CS(=O)(=O)C(C=O)C